C1(CC1)C=1C=NN2C1N=C(N=C2NCC2=NC1=C(N2)C=CC=C1F)N1C[C@H]2CC[C@@H](C1)N2 8-cyclopropyl-2-[(1R,5S)-3,8-diazabicyclo[3.2.1]octan-3-yl]-N-[(4-fluoro-1H-benzimidazol-2-yl)methyl]pyrazolo[1,5-a][1,3,5]triazin-4-amine